7,12-dihydro-9-trifluoromethyl-indolo-[3,2-d][1]benzazepin-6(5H)-one FC(C=1C=C2C(=CC1)NC1=C2CC(NC2=C1C=CC=C2)=O)(F)F